methyl 3-bromo-1-(3-fluoro-4-(4-methylpiperazin-1-yl) phenyl)-1H-pyrazole-5-carboxylate BrC1=NN(C(=C1)C(=O)OC)C1=CC(=C(C=C1)N1CCN(CC1)C)F